(R)-(1,3-Dimethyl-azetidin-3-yl)-(4-isopropyl-phenyl)-{5-[5-(cis-3-methyl-piperidin-4-yl)-[1,2,4]oxadiazol-3-yl]-pyridin-3-yl}-methanol, hydrochloride salt Cl.CN1CC(C1)(C)[C@@](O)(C=1C=NC=C(C1)C1=NOC(=N1)[C@@H]1[C@@H](CNCC1)C)C1=CC=C(C=C1)C(C)C